C1(CC1)C1=NC2=CC(=CC=C2C(=N1)N1CCC(CC1)C1=C(C=CC=C1)OC)N(CCC)C 2-cyclopropyl-4-(4-(2-methoxyphenyl)piperidin-1-yl)-N-methyl-N-propylquinazolin-7-amine